NC1=NC=NN2C1=CC=C2[C@]2([C@@H]([C@@H]([C@H](O2)COC(CC2CCC(CC2)(C)C)=O)O)O)C#N.C(C(C)C)(=O)OC methyl isobutyrate ((2R,3S,4R,5R)-5-(4-aminopyrrolo[2,1-f][1,2,4]triazin-7-yl)-5-cyano-3,4-dihydroxytetrahydrofuran-2-yl)methyl-2-(4,4-dimethylcyclohexyl)acetate